5-(chloromethyl)-1,2,4-oxadiazole ClCC1=NC=NO1